FC=1C(=NC(=NC1)NC1=C(C=CC=C1)O)NC1=C(C=CC=C1)O 3'-((5-fluoropyrimidine-2,4-diyl)bis(azanediyl))diphenol